C(=O)(OC(C)(C)C)N[C@H](CO)C(=O)O N-BOC-D-serine